N-methoxyethyl-N-methyldiethyl-ammonium bifluoride F[H-]F.COCC[N+](C)(CC)CC